COC1=C(C=CC2=C1OCC1N2CCNC1)C(=O)N 7-methoxy-1,2,3,4,4a,5-hexahydrobenzo[b]pyrazino[1,2-d][1,4]oxazine-8-carboxamide